benzyl (2R)-2-(5-fluoro-1H-indole-3-carbonyl)pyrrolidine-1-carboxylate Benzyl-(2R)-2-(5-fluoro-1H-indole-3-carbonyl)pyrrolidine-1-carboxylate C(C1=CC=CC=C1)OC(=O)N1[C@H](CCC1)C(=O)C1=CNC2=CC=C(C=C12)F.FC=1C=C2C(=CNC2=CC1)C(=O)[C@@H]1N(CCC1)C(=O)OCC1=CC=CC=C1